3-amino-4-(methoxycarbonyl)-5-methylpyridine 1-oxide NC=1C=[N+](C=C(C1C(=O)OC)C)[O-]